C([C@H](C(=O)O)O)OP(=O)(O)O The molecule is the D-enantiomer of 3-phosphoglyceric acid It has a role as an Escherichia coli metabolite and a mouse metabolite. It derives from a D-glyceric acid. It is a conjugate acid of a 3-phosphonato-D-glycerate(3-).